N-(3,3-difluorocyclobutyl)-2-oxo-2-((4R,5R)-3,3,7,7-tetrafluoro-4-hydroxy-1-azaspiro[4.4]nonan-1-yl)acetamide Calcium carbonat C([O-])([O-])=O.[Ca+2].FC1(CC(C1)NC(C(N1CC([C@@H]([C@@]12CC(CC2)(F)F)O)(F)F)=O)=O)F